ClC1=C(C=C(C=C1)F)C1NC(C=2C=3C(=NN(C3C=C(C21)C2=C(C(=O)N)C=C(C=C2F)C(F)(F)F)CC(F)F)F)=O (6-(2-chloro-5-fluorophenyl)-3-(2,2-difluoroethyl)-1-fluoro-8-oxo-3,6,7,8-tetrahydropyrrolo[3,4-e]indazol-5-yl)-3-fluoro-5-(trifluoromethyl)benzamide